ClC=1C(=C(C=CC1)NC1=C(NC2=C1C(NCC2C)=O)C2=CC=NC1=CC=C(N=C21)F)OC 3-[(3-chloro-2-methoxyphenyl)amino]-2-(6-fluoro-1,5-naphthyridin-4-yl)-7-methyl-1H,5H,6H,7H-pyrrolo[3,2-c]pyridin-4-one